N-(1-((1H-indol-3-yl)methyl)cyclopropyl)tetrahydrofuran-3-amine N1C=C(C2=CC=CC=C12)CC1(CC1)NC1COCC1